COC(=O)C=1C(C2=C(NC1CCF)COC2=O)C=2C=NC=C(C2C(C)F)F 4-(5-fluoro-4-(1-fluoroethyl)pyridin-3-yl)-2-(fluoroethyl)-5-oxo-1,4,5,7-tetrahydrofurano[3,4-b]pyridine-3-carboxylic acid methyl ester